2-(Methoxy-d3)-9H-carbazole C(OC1=CC=2NC3=CC=CC=C3C2C=C1)([2H])([2H])[2H]